BrC1=CC(=C(C(=O)N([C@H]2CN(CCC2)C(=O)OC(C)(C)C)C2=NC=CC3=C2C(=CS3)C)C=C1)F tert-butyl (3R)-3-[(4-bromo-2-fluoro-benzoyl)-(3-methylthieno[3,2-c]pyridin-4-yl)amino]piperidine-1-carboxylate